P(=O)(O)OP(=O)O.[C@@H]1([C@H](O)[C@H](O)[C@@H](CO)O1)N1C(=O)NC(=O)C=C1 uridin diphosphonate